2-bromo-5-(difluoromethoxy)-4-(4-nitro-1-[[2-(trimethylsilyl)ethoxy]methyl]-1H-pyrazol-5-yl)phenol BrC1=C(C=C(C(=C1)C1=C(C=NN1COCC[Si](C)(C)C)[N+](=O)[O-])OC(F)F)O